(4-(difluoromethylene)-1,2-dimethylpyrrolidin-2-yl)methanol FC(=C1CC(N(C1)C)(C)CO)F